2,2,2-trifluoroethyl 2-oxo-2-[(2R,5S)-2-[4-[(dimethylamino)methyl]phenyl]-5-methyl-1-piperidyl]acetate O=C(C(=O)OCC(F)(F)F)N1[C@H](CC[C@@H](C1)C)C1=CC=C(C=C1)CN(C)C